(3Z)-1-bromo-16,16-diethoxy-3-hexadecene BrCC\C=C/CCCCCCCCCCCC(OCC)OCC